CC=1C=CC(=C2C=CC(=NC12)C=1OC2=C(C1C)C=CC=C2)OC(F)(F)F 8-Methyl-2-(3-methyl-1-benzofuran-2-yl)-5-(trifluoromethoxy)quinoline